C1(CC1)COC=1C=C(CCC=2C=CC(N(C2)C(F)F)=O)C=CC1OC(F)F 5-(3-(cyclopropylmethoxy)-4-(difluoromethoxy)phenethyl)-1-(difluoro-methyl)pyridin-2(1H)-one